BrC1=CC2=[N+](C=C3C(=C2S1)N(C(=N3)N3CCC(CC3)OC)C)[O-] 7-bromo-2-(4-methoxypiperidin-1-yl)-1-methyl-1H-imidazo[4,5-d]thieno[3,2-b]pyridine-5-oxide